C(#N)C1=CN(C=C1)CC1=CC=C(CN2N=CC(=C2)C(=O)N)C=C1 1-(4-((3-cyano-1H-pyrrol-1-yl)methyl)benzyl)-1H-pyrazole-4-carboxamide